ClC=1C(=NC=C(C1)C(F)(F)F)CCN1N=C2N(CCCC2)C1=O (5S)-2-{2-[3-Chloro-5-(trifluoromethyl)pyridin-2-yl]ethyl}-3-oxo-2,3,5,6,7,8-hexahydro[1,2,4]triazolo[4,3-a]pyridin